C(C)(C)N1N=CC(=C1)C1=CC(=NC(=N1)OC)NC=1C=C2C=CN(C2=CC1)S(=O)(=O)C1=CC=C(C=C1)C(F)(F)F N-(6-(1-isopropyl-1H-pyrazol-4-yl)-2-methoxypyrimidin-4-yl)-1-((4-(trifluoromethyl)phenyl)sulfonyl)indol-5-amine